NC1=NC=CC(=C1F)CC=1C(=C(C(=C(C(=O)OC)C1)NC1=C(C=C(C=C1)C=O)F)F)F methyl 5-((2-amino-3-fluoropyridin-4-yl)methyl)-3,4-difluoro-2-((2-fluoro-4-formylphenyl)amino)benzoate